N[N+]1=C(C=C(C=C1)NC(=O)OC(C)(C)C)C 1-amino-4-((tert-butoxycarbonyl)amino)-2-methylpyridin-1-ium